Ytterbium (III) bromide [Br-].[Yb+3].[Br-].[Br-]